N-[5-[4-(hydroxymethyl)phenyl]thiazol-2-yl]-8-oxo-6,7-dihydro-5H-indolizine-5-carboxamide OCC1=CC=C(C=C1)C1=CN=C(S1)NC(=O)C1N2C=CC=C2C(CC1)=O